N-[4-(6-{1-[(2E)-2-(aminomethyl)-3-fluoroprop-2-en-1-yl]-5-oxo-1,5-dihydro-4H-1,2,4-triazol-4-yl}pyridin-2-yl)phenyl]acetamide NC/C(/CN1N=CN(C1=O)C1=CC=CC(=N1)C1=CC=C(C=C1)NC(C)=O)=C\F